OC=1C=C2CCC3([C@@H](C2=CC1)C1=CC=C(C=C1)N1CCC(CC1)CN1CCN(CC1)C=1C=C2CN(C(C2=CC1)=O)[C@H]1C(NC(CC1)=O)=O)CCCC3 (R)-3-(5-(4-((1-(4-((R)-6'-Hydroxy-3',4'-dihydro-1'H-spiro[cyclopentane-1,2'-naphthalen]-1'-yl)phenyl)piperidin-4-yl)methyl)piperazin-1-yl)-1-oxoisoindolin-2-yl)piperidine-2,6-dione